FC=1C=C(C=C(C1[C@@H]1N([C@@H](CC2=C1NC1=CC=CC=C21)C)CC(F)(F)F)F)N[C@@H]2CN(CC2)CCCF (S)-N-(3,5-difluoro-4-((1S,3R)-3-methyl-2-(2,2,2-trifluoroethyl)-2,3,4,9-tetrahydro-1H-pyridino[3,4-b]indol-1-yl)phenyl)-1-(3-fluoropropyl)pyrrolidin-3-amine